(3S,4S)-1-(4-(4-butyryl-3-(hexylcarbamoyl)piperazine-1-carbonyl)benzoyl)-N3,N4-bis((1S,2R)-2-phenylcyclopropyl)pyrrolidine-3,4-dicarboxamide C(CCC)(=O)N1C(CN(CC1)C(=O)C1=CC=C(C(=O)N2C[C@H]([C@@H](C2)C(=O)N[C@@H]2[C@H](C2)C2=CC=CC=C2)C(=O)N[C@@H]2[C@H](C2)C2=CC=CC=C2)C=C1)C(NCCCCCC)=O